2-(5-methylthiophene-2-yl)propionitrile CC1=CC=C(S1)C(C#N)C